N-methyl-alanine methyl ester hydrochloride Cl.COC([C@@H](NC)C)=O